CC(C)C(C1=C(C(=CC(=C1)C)C)O)C1=C(C(=CC(=C1)C)C)O 2-methyl-3,3-bis(3,5-dimethyl-2-hydroxyphenyl)propane